C(CCCCCCCCCCCCCCCCCCC)C(CCCC1N(CCNC1)CC(CO)O)CCCCCC 3-(4-eicosyl-decyl-1-piperazinyl)-1,2-propanediol